N-(3-(4-fluorophenyl)propyl)-1-(thieno[3,2-d]pyrimidin-4-yl)piperidin-4-amine FC1=CC=C(C=C1)CCCNC1CCN(CC1)C=1C2=C(N=CN1)C=CS2